O1SCC2=C1C=C(C=C2)C(C)N Benzoxathiol-6-yl-ethan-1-amine